NC(CCCNCC1=C(C=C(C=C1OC)C=1C(=C(C=CC1)C1=C(C(=CC=C1)NC(=O)C=1C(N(C(NC1)=O)C)=O)C)C)F)=O N-(4''-(((4-amino-4-oxobutyl)amino)methyl)-3''-fluoro-5''-methoxy-2,2'-dimethyl-[1,1':3',1''-terphenyl]-3-yl)-3-methyl-2,4-dioxo-1,2,3,4-tetrahydropyrimidine-5-carboxamide